8-benzylimidazo[1,2-a]pyrazin-3(7H)-one C(C1=CC=CC=C1)C1=C2N(C=CN1)C(C=N2)=O